ClC=1C(=NC=C(C(=O)NCC=2C=NN3N=CC=CC32)C1)OC 5-chloro-6-methoxy-N-(pyrazolo[1,5-b]pyridazin-3-ylmethyl)nicotinamide